NC1=CC=C(OCCCCOC2=CC=C(N)C=C2)C=C1 4-[4-(4-aminophenoxy)butoxy]aniline